ClC1=CC2=C(C(=N1)C(C)C)N=C(N2)CC(=O)OCC ethyl [6-chloro-4-(propan-2-yl)-1H-imidazo[4,5-c]pyridin-2-yl]acetate